[(2R,3S,5R)-5-(6-amino-2-fluoro-purin-9-yl)-4,4-dideuterio-2-ethynyl-3-hydroxy-tetrahydrofuran-2-yl]methyl (5-methyl-2-oxo-1,3-dioxol-4-yl)methyl carbonate C(OC[C@]1(O[C@H](C([C@@H]1O)([2H])[2H])N1C2=NC(=NC(=C2N=C1)N)F)C#C)(OCC=1OC(OC1C)=O)=O